C1(=CC=CC=C1)C=1C=CC=2N(C3=CC=C(C=C3C2C1)C1=CC=CC=C1)C1=NC(=C(C(=C1N1C2=CC=C(C=C2C=2C=C(C=CC12)C#N)C#N)C1=CC=2N(C3=CC=CC=C3C2C=C1)C1=CC=CC=C1)N1C2=CC=C(C=C2C=2C=C(C=CC12)C#N)C#N)N1C2=CC=C(C=C2C=2C=C(C=CC12)C1=CC=CC=C1)C1=CC=CC=C1 9,9'-(2,6-bis(3,6-diphenyl-9H-carbazol-9-yl)-4-(9-phenyl-9H-carbazol-2-yl)pyridine-3,5-diyl)bis(9H-carbazole-3,6-dicarbonitrile)